C(#N)C(NC1=CC=C(C=C1)F)=S 1-cyano-N-(4-fluorophenyl)methanethioamide